C(C1=CC=CC=C1)(=O)C(CN1C(C2=CC=CC(=C2C1)C=1C=C2C(=NN(C2=CC1)C(=O)OC(C)(C)C)C1CC1)=O)=C tert-butyl 5-[2-(2-benzoylallyl)-1-oxo-isoindolin-4-yl]-3-cyclopropyl-indazole-1-carboxylate